N'-ethyl-N,N-dimethylpropanediamine C(C)NC(CC)N(C)C